(R)-3,4-dihydro-1H-[1,4]Oxazine O1CCNC=C1